FC(CCCCCC[NH3+])F difluoroheptyl-ammonium